N[C@H](C(=O)O)CCCCS (2S)-2-amino-6-sulfanylhexanoic acid